ClC=1C=2N(C=CN1)C(=CN2)C=2C(=NNC2)C(F)(F)F 8-chloro-3-[3-(trifluoromethyl)-1H-pyrazol-4-yl]imidazo[1,2-a]pyrazine